cis-N-(4-chloro-3-(trans-3-hydroxy-3-methylcyclobutyl)phenyl)-3-methyl-6-azabicyclo[3.1.1]heptane-6-carboxamide ClC1=C(C=C(C=C1)NC(=O)N1C2CC(CC1C2)C)C2CC(C2)(C)O